2-Methacryloxyethylphenylurethane C(C(=C)C)(=O)OCCN(C(=O)OCC)C1=CC=CC=C1